N-[(6-Amino-2-pyridyl)sulfonyl]-2-(2,2-dimethylcyclopentoxy)-6-(3-fluoro-5-isobutoxyphenyl)pyridin-3-carboxamid NC1=CC=CC(=N1)S(=O)(=O)NC(=O)C=1C(=NC(=CC1)C1=CC(=CC(=C1)OCC(C)C)F)OC1C(CCC1)(C)C